N-(4-cyanobenzyl)-8-((1-(cyclopropylsulfonyl)cyclopropyl)methoxy)-1-ethyl-2-oxo-1,2-dihydropyrido[2,3-d]pyridazine-3-carboxamide C(#N)C1=CC=C(CNC(=O)C2=CC=3C(=C(N=NC3)OCC3(CC3)S(=O)(=O)C3CC3)N(C2=O)CC)C=C1